(1r,3r)-3-((5-(imidazo[1,2-b]pyridazin-6-yl)-7H-pyrrolo[2,3-d]pyrimidin-2-yl)amino)-1-methylcyclobutan-1-ol N=1C=CN2N=C(C=CC21)C2=CNC=1N=C(N=CC12)NC1CC(C1)(O)C